(S)-1-(4,4-dimethyltetrahydrofuran-3-yl)-4-fluoro-2-(2-fluoro-4-(6-((5-methoxy-1,3,4-thiadiazol-2-yl)methoxy)pyridin-2-yl)benzyl)-1H-benzo[d]imidazole-6-carboxylic acid CC1([C@@H](COC1)N1C(=NC2=C1C=C(C=C2F)C(=O)O)CC2=C(C=C(C=C2)C2=NC(=CC=C2)OCC=2SC(=NN2)OC)F)C